(1R,3R,5S)-8-azabicyclo[3.2.1]octan-3-yl 3-(2,6-dichlorophenyl)-5-methyl-1,2-oxazole-4-carboxylate ClC1=C(C(=CC=C1)Cl)C1=NOC(=C1C(=O)OC1C[C@H]2CC[C@@H](C1)N2)C